3-Nitrophenyl-benzoic acid 2-(((4-methoxy-3,5-dimethylpyridin-2-yl) methyl) sulfinyl)-1H-benzo[d]imidazol-5-yl ester COC1=C(C(=NC=C1C)CS(=O)C1=NC2=C(N1)C=CC(=C2)OC(C2=C(C=CC=C2)C2=CC(=CC=C2)[N+](=O)[O-])=O)C